2-(4,7,10-tricarboxymethyl-1,4,7,10-tetraazacyclododecane-1-yl)glutaric acid C(=O)(O)CN1CCN(CCN(CCN(CC1)CC(=O)O)CC(=O)O)C(C(=O)O)CCC(=O)O